BrC=1C=C2CC=CC2=CC1 5-bromo-3H-indene